m-aminobromobenzene C1=CC(=CC(=C1)Br)N